ClC1=NC(=C2C(=N1)NN=C2)N[C@H]2CN(CCC2)C(C=C)=O (R)-1-(3-((6-chloro-1H-pyrazolo[3,4-d]pyrimidin-4-yl)amino)piperidin-1-yl)prop-2-en-1-one